(S,E)-1-((R)-4-Benzyl-2-thioxothiazolidin-3-yl)-7-((tert-butyldiphenylsilyl)oxy)-3-hydroxyhept-4-en-1-one C(C1=CC=CC=C1)[C@H]1N(C(SC1)=S)C(C[C@@H](\C=C\CCO[Si](C1=CC=CC=C1)(C1=CC=CC=C1)C(C)(C)C)O)=O